The molecule is a lipoamide obtained by condensation of the carboxy group of (R)-lipoic acid with ammonia. It derives from a (R)-lipoic acid. C1CSS[C@@H]1CCCCC(=O)N